C(C1=CC=CC=C1)NC(=O)N([C@@H]1CC[C@H](CC1)NC(OC(C)(C)C)=O)C1=NC=C(C=N1)C=1C=NC(=NC1)OC tert-butyl (trans-4-((benzylcarbamoyl)(2'-methoxy-5,5'-bipyrimidin-2-yl)amino)cyclohexyl)carbamate